water magnesium nitrate [N+](=O)([O-])[O-].[Mg+2].O.[N+](=O)([O-])[O-]